C(=O)(O)CCP (2-carboxylethyl)-phosphine